CC1=C(C2=C(N=N1)SC1=C2N=CN=C1NCC1=CC=C(C=C1)C(=O)N1C[C@@H](CC1)F)C [4-[[(3,4-dimethylpyrimido[4',5':4,5]thieno[2,3-c]pyridazin-8-yl)amino]methyl]phenyl]-[(3R)-3-fluoropyrrolidin-1-yl]methanone